P(O)OPO.C(C)(C)(C)C1=C(C(=CC(=C1)C)C(C)(C)C)C(O)(C(CO)(CO)CO)C1=C(C=C(C=C1C(C)(C)C)C)C(C)(C)C bis(2,6-di-tert-butyl-4-methylphenyl)pentaerythritol diphosphonite